4-methyl-3-(2-(trifluoromethoxy)phenyl)-3H-pyrazole-5-carboxamide CC=1C(N=NC1C(=O)N)C1=C(C=CC=C1)OC(F)(F)F